(1-(4-ethyl-5-(5-(2-methoxyethyl)-4H-1,2,4-triazol-3-yl)-2-methylbenzoyl)piperidin-4-yl)benzonitrile C(C)C1=CC(=C(C(=O)N2CCC(CC2)C2=C(C#N)C=CC=C2)C=C1C1=NN=C(N1)CCOC)C